ClC1=CC=C(C(=N1)OC)S(=O)(=O)N[C@@H]([C@H](C)C1=C(C(=CC=C1F)C)C)C=1OC(NN1)=O 6-chloro-N-((1S,2R)-2-(6-fluoro-2,3-dimethylphenyl)-1-(5-oxo-4,5-dihydro-1,3,4-oxadiazol-2-yl)propyl)-2-methoxypyridine-3-sulfonamide